tert-butyl (1S,2S,4R,5R,7R)-7-ethynyl-6-azatricyclo[3.2.1.02,4]octane-6-carboxylate C(#C)[C@@H]1N([C@H]2[C@@H]3C[C@@H]3[C@@H]1C2)C(=O)OC(C)(C)C